ClC=1C(NC(NC1CCl)=O)=O 5-chloro-6-chloromethyl-2,4(1H,3H)-pyrimidinedione